C1(CC1)OC=1C(=CC2=CN(N=C2C1)[C@@H]1[C@H](C[C@H](CC1)O)C)C(=O)NC=1C=NN2C1N=CC=C2 |o1:13,14,16| rel-6-Cyclopropoxy-2-((1S,2S,4S)-4-hydroxy-2-methylcyclohexyl)-N-(pyrazolo[1,5-a]pyrimidin-3-yl)-2H-indazole-5-carboxamide